5-aminoisophthalic acid tetrafluoroborate F[B-](F)(F)F.NC=1C=C(C=C(C(=O)O)C1)C(=O)O